7-fluoroisoquinolin-1-ol FC1=CC=C2C=CN=C(C2=C1)O